COC=1C=C(C=CC1)C1=NN2C(=NC=3C=CC=CC3C2=N1)N[C@H](C)C(=O)NC(C)C N2-[2-(3-methoxyphenyl)[1,2,4]triazolo[1,5-c]quinazolin-5-yl]-N-propan-2-yl-D-alaninamide